N-methylbenzofuran-5-amine CNC=1C=CC2=C(C=CO2)C1